C(C)(C)(C)OC(=O)N1C=C(C2=C1N=C(S2)C)CC(=O)OCC 6-(2-ethoxy-2-oxoethyl)-2-methyl-4H-pyrrolo[2,3-d]thiazole-4-carboxylic acid tert-butyl ester